[5-(3-chloro-2-piperazin-1-yl-6-quinolinyl)-2-methoxy-phenyl]methylamine dihydrochloride Cl.Cl.ClC=1C(=NC2=CC=C(C=C2C1)C=1C=CC(=C(C1)CN)OC)N1CCNCC1